FC(C=1C=C(\C=C/2\C(C=3C=CC(=CC3CC2)C(=O)NCCCCC(=O)O)=O)C=C(C1)C(F)(F)F)(F)F (E)-5-(6-(3,5-bis(trifluoromethyl)benzylidene)-5-oxo-5,6,7,8-tetrahydro-naphthalene-2-carboxamido)pentanoic acid